[Br-].SCCCCN1C=[N+](C=C1)C 1-(4-mercaptobutyl)-3-methylimidazolium bromide